1-(Benzyloxy)-6-{[3,9-bis({[1-(benzyloxy)-6-oxopyridin-2-yl]methyl})-3,6,9,15-tetraazabicyclo[9.3.1]pentadeca-1(15),11,13-trien-6-yl]methyl}pyridin-2-one C(C1=CC=CC=C1)ON1C(C=CC=C1CN1CCN(CC=2C=CC=C(CN(CC1)CC=1N(C(C=CC1)=O)OCC1=CC=CC=C1)N2)CC=2N(C(C=CC2)=O)OCC2=CC=CC=C2)=O